N-(5-((2-bromopyridin-4-yl)oxy)-3-fluoropyridin-2-yl)-1-methyl-2-oxo-1,2-dihydropyridine-3-carboxamide BrC1=NC=CC(=C1)OC=1C=C(C(=NC1)NC(=O)C=1C(N(C=CC1)C)=O)F